2'-O-mercaptocytidine SO[C@H]1[C@@H](O[C@@H]([C@H]1O)CO)N1C(=O)N=C(N)C=C1